NCCCC1OCC2(CO1)COC(OC2)CCCN 3,9-bis(3-aminopropyl)2,4,8,10-tetraoxaspiro[5.5]undecane